C(C1=CC=CC=C1)OC(N(CCNC)C)=O N-methyl-N-[2-(methylamino)ethyl]carbamic acid benzyl ester